Cl.Cl.FC1=CC=C(C=C1)[C@@]1(CCOC2(CCCC2)C1)CCNCC1=C(C=CC=C1)C1=CC=NC=C1 (R)-2-(9-(4-fluorophenyl)-6-oxaspiro[4.5]decan-9-yl)-N-(2-(pyridin-4-yl)benzyl)ethanamine dihydrochloride